7-methyl-N'-trityl-6,7-dihydro-5H-pyrazolo[5,1-b][1,3]oxazine-3-sulfonimidamide CC1N2C(OCC1)=C(C=N2)S(=O)(N)=NC(C2=CC=CC=C2)(C2=CC=CC=C2)C2=CC=CC=C2